8-(4-dimethylaminophenyl)octa-5,7-diene-2,4-dione boron difluoride [B](F)F.CN(C1=CC=C(C=C1)C=CC=CC(CC(C)=O)=O)C